C(#N)C=1C=CC(=C(C1)NS(=O)(=O)C=1C=C(C(=O)O)C=CC1C1CC1)N1CCC(CC1)F 3-(N-(5-cyano-2-(4-fluoropiperidin-1-yl)phenyl)sulfamoyl)-4-cyclopropylbenzoic acid